3-(2-fluorophenyl)-1-methyl-6-((4-(1-(1-(pyridin-2-yl)ethyl)-1H-benzo[d]imidazol-2-yl)piperidin-1-yl)methyl)-1H-indazole FC1=C(C=CC=C1)C1=NN(C2=CC(=CC=C12)CN1CCC(CC1)C1=NC2=C(N1C(C)C1=NC=CC=C1)C=CC=C2)C